5-chloro-N-((1r,4r)-4-((3-(3-(hydroxymethyl)phenyl)-2-oxo-2,3-dihydro-1H-benzo[d]imidazol-1-yl)methyl)cyclohexyl)-2-methylnicotinamide ClC=1C=NC(=C(C(=O)NC2CCC(CC2)CN2C(N(C3=C2C=CC=C3)C3=CC(=CC=C3)CO)=O)C1)C